3-dimethylamino-1-(2-hydroxyphenyl)prop-2-en-1-one CN(C=CC(=O)C1=C(C=CC=C1)O)C